FC1(CN(CC1)C(C=O)(C)C)F 2-(3,3-difluoropyrrolidin-1-yl)-2-methylpropionaldehyde